propyl butenoate C(C=CC)(=O)OCCC